CN(C(=O)[C@@H]1C[C@@H](CN1)SC1=C(N2C([C@@H]([C@H]2[C@H]1C)[C@@H](C)NC(COC)=O)=O)C(=O)O)C (4R,5S,6R)-3-((3S,5S)-5-(Dimethylcarbamoyl)pyrrolidin-3-ylthio)-6-((R)-1-(2-methoxyacetamido)ethyl)-4-methyl-7-oxo-1-azabicyclo[3.2.0]hept-2-ene-2-carboxylic acid